CC1NC(CC2(C1)C(NC1=CC=CC=C12)=O)C=1N=NN(C1)C 2'-methyl-6'-(1-methyltriazol-4-yl)spiro[indoline-3,4'-piperidine]-2-one